4-[4-(2-aminoethyl)phenyl]-3-[[4-(methoxymethyl)imidazol-1-yl]methyl]benzonitrile NCCC1=CC=C(C=C1)C1=C(C=C(C#N)C=C1)CN1C=NC(=C1)COC